ClC=1C(=NC=C(C1)[N+](=O)[O-])N1N=NC=C1C(=O)OC methyl 1-(3-chloro-5-nitropyridin-2-yl)-1H-1,2,3-triazole-5-carboxylate